NC1=C2NC(N(C2=NC(=N1)P(=O)(C)C)CC=1C=NC(=CC1)Cl)=O 6-amino-9-[(6-chloro-3-pyridyl)methyl]-2-dimethylphosphoryl-7H-purin-8-one